2-((3-methyl-1-(8-methyl-8-azabicyclo[3.2.1]octan-3-yl)-1H-pyrazol-4-yl)amino)-4-((3-(2-oxo-1,3-oxazinan-3-yl)propyl)amino)pyrimidine-5-carbonitrile CC1=NN(C=C1NC1=NC=C(C(=N1)NCCCN1C(OCCC1)=O)C#N)C1CC2CCC(C1)N2C